1-phenanthrenecarboxylic acid C1(=CC=CC=2C3=CC=CC=C3C=CC12)C(=O)O